2-CYANO-OXAZOLE-4-CARBOXYLIC ACID C(#N)C=1OC=C(N1)C(=O)O